4-(6-morpholino-4-oxo-4H-pyran-2-yl)benzonitrile O1CCN(CC1)C1=CC(C=C(O1)C1=CC=C(C#N)C=C1)=O